C1N(CC12CCC2)S(=O)(=O)NC=2C(=C(OC=1C=C3C(N(C=NC3=CC1)[C@H]1COC3(C1)CCN(CC3)C(=O)OC(C)(C)C)=O)C(=CC2)F)C#N tert-butyl (3R)-3-[6-[3-(2-azaspiro[3.3]heptan-2-ylsulfonylamino)-2-cyano-6-fluoro-phenoxy]-4-oxo-quinazolin-3-yl]-1-oxa-8-azaspiro[4.5]decane-8-carboxylate